(R)-4-((1-(1-(2-acryloyl-2-azaspiro[3.3]heptan-6-yl)-4-(5,6-dichloro-1H-indazol-4-yl)-5-methyl-1H-pyrazol-3-yl)-2,2-dimethylpiperidin-4-yl)methyl)-N-methylpiperazine-1-carboxamide C(C=C)(=O)N1CC2(C1)CC(C2)N2N=C(C(=C2C)C2=C1C=NNC1=CC(=C2Cl)Cl)N2C(C[C@@H](CC2)CN2CCN(CC2)C(=O)NC)(C)C